(3AS,4R,6aR)-1-((R)-2-aminopropionyl)-4-(4-dihydroxyboryl-butyl)octahydropyrrolo[3,4-b]pyrrole-4-carboxylic acid N[C@@H](C(=O)N1[C@@H]2[C@H](CC1)[C@@](NC2)(C(=O)O)CCCCB(O)O)C